ClC1=NC(=CC(=C1)S(=O)(=O)NCCCF)N1C2CN(CC1CC2)C(C2=C(C=C(C=C2)F)Cl)=O 2-chloro-6-[3-(2-chloro-4-fluoro-benzoyl)-3,8-diazabicyclo[3.2.1]octan-8-yl]-N-(3-fluoropropyl)pyridine-4-sulfonamide